4-morpholinecarboxamide N1(CCOCC1)C(=O)N